FC1CC[C@H](N(CC1)C(=O)OC(C)(C)C)C(NC1=NC(=CC=C1)C)=O (2S)-tert-Butyl 5-fluoro-2-(6-methylpyridin-2-ylcarbamoyl)azepane-1-carboxylate